5-(3-fluoro-4-(4-(methylcarbamoyl)-1H-1,2,3-triazol-1-yl)butyl)-N-(pyridin-2-ylmethyl)-1,3,4-thiadiazole-2-carboxamide FC(CCC1=NN=C(S1)C(=O)NCC1=NC=CC=C1)CN1N=NC(=C1)C(NC)=O